FC=1C=C(OC2=NN=C(S2)N)C=C(C1)F 5-(3,5-difluorophenoxy)-1,3,4-thiadiazol-2-amine